[Na].[O-]S(=O)(=O)C(F)(F)F.OC1=CC=C(C=C1)[S+](C)C (4-hydroxyphenyl)dimethyl-sulfonium triflate sodium salt